CC12OCC3(CC1=C(CO2)C2=CN(C1=CC=CC=C21)C)CCCC3 7a'-Methyl-3'-(1-methyl-1H-indol-3-yl)-4'H,6'H-spiro[cyclopentan-1,5'-furo[2,3-b]pyran]